BrC1=CC=C(CN(S(=O)(=O)C2=CC=C(C=C2)C)C=C=C)C=C1 N-(4-bromobenzyl)-4-methyl-N-allenylbenzenesulfonamide